ClC=1C=C(C=CC1Cl)C1COC(C2=CC=C(C=C12)C)CNC 1-(4-(3,4-dichlorophenyl)-6-methylisochroman-1-yl)-N-methyl-methylamine